OCCN(CCO)CCN1CCNCC1 2-[(2-hydroxyethyl)[2-(piperazin-1-yl)ethyl]amino]ethan-1-ol